C1(CC1)NCC1CN(C1)C(=O)C=1C=C(CC2=NN=CC3=CC=CC=C23)C=CC1F 4-[3-(3-[(cyclopropylamino)methyl]azetidine-1-carbonyl)-4-fluorobenzyl]phthalazin